Tert-butyl (R)-4-(2-(4-(9-benzyl-6-(1-methylcyclopropoxy)-9H-purin-8-yl)-3-chlorophenoxy)ethyl)-2-methyl-3-oxopiperazine-1-carboxylate C(C1=CC=CC=C1)N1C2=NC=NC(=C2N=C1C1=C(C=C(OCCN2C([C@H](N(CC2)C(=O)OC(C)(C)C)C)=O)C=C1)Cl)OC1(CC1)C